N1[C@@H](CCC1=O)C(=O)[O-] |r| (DL)-pyroglutamate